1-[6-(trifluoromethyl)-3-pyridyl]ethanone FC(C1=CC=C(C=N1)C(C)=O)(F)F